6-(Difluoromethyl)-N-(8-methoxy-2-((1R*,4S*)-1-methyl-2-oxabicyclo[2.2.1]heptan-4-yl)imidazo[1,2-a]pyrazin-6-yl)picolinamide FC(C1=CC=CC(=N1)C(=O)NC=1N=C(C=2N(C1)C=C(N2)[C@]21CO[C@](CC2)(C1)C)OC)F |o1:20,23|